FC1(CCN(CC1)CC(=O)NC=1N=NN(C1)CCCCN1N=NC(=C1)C(=O)NCC1=NC=CC=C1F)F 1-(4-{4-[2-(4,4-difluoropiperidin-1-yl)acetamido]-1H-1,2,3-triazol-1-yl}butyl)-N-[(3-fluoropyridin-2-yl)methyl]-1H-1,2,3-triazole-4-carboxamide